acryloyloxyethyl trimellitate Hydride [H-].C(C=1C(C(=O)[O-])=CC(C(=O)[O-])=CC1)(=O)OCCOC(C=C)=O